B1(OC(C(O1)(C)C)(C)C)C2=CC(=CC(=C2)Cl)C(=O)OC methyl 3-chloro-5-(4,4,5,5-tetramethyl-1,3,2-dioxaborolan-2-yl) benzoate